4-(4-ethoxy-1-(hydroxyimino)-4-oxobutyl)benzoic acid methyl ester COC(C1=CC=C(C=C1)C(CCC(=O)OCC)=NO)=O